NC1=C2C(=NC=N1)N(N=C2C2=CC=C(C=C2)CNC(C2=C(C=CC=C2)OC)=O)C2CC1CC1C2 N-[[4-[4-amino-1-(3-bicyclo[3.1.0]hexanyl)pyrazolo[3,4-D]pyrimidin-3-yl]phenyl]methyl]-2-methoxy-benzamide